COC1=CC=C(CN2N=CC3=C(C2=O)C(=CN3C(C(=O)OCC)C)C=C)C=C1 ethyl 2-(5-(4-methoxybenzyl)-4-oxo-3-vinyl-4,5-dihydro-1H-pyrrolo[2,3-d]pyridazin-1-yl)propanoate